C(C)(C)(C)C1=CC=C(CC(C=O)C)C=C1 (4-tert-Butylbenzyl)propionaldehyde